CC=1OC2=NC=C(C=C2N1)C1=CNC2=NC=C(C=C21)C2=CC=C(CN1CC(CCC1)O)C=C2 1-(4-(3-(2-methyloxazolo[5,4-b]pyridin-6-yl)-1H-pyrrolo[2,3-b]pyridin-5-yl)benzyl)piperidin-3-ol